FCCCN1CC2(CC1)CCN(CC2)C=2C1=C(N=C(N2)C2=CC=NC=C2)C=NC=C1 4-(2-(3-fluoropropyl)-2,8-diazaspiro[4.5]decan-8-yl)-2-(pyridin-4-yl)pyrido[3,4-d]pyrimidine